2-(3-((1r,3S)-3-hydroxy-1-(4-methyl-4H-1,2,4-triazol-3-yl)cyclobutyl)phenyl)-6-(((S)-3-methylpiperidin-1-yl)methyl)-4-(trifluoromethyl)isoindolin-1-one OC1CC(C1)(C1=NN=CN1C)C=1C=C(C=CC1)N1C(C2=CC(=CC(=C2C1)C(F)(F)F)CN1C[C@H](CCC1)C)=O